2-(4-(6-((4-cyano-2-fluorobenzyl)oxy)pyridin-2-yl)-2,5-difluorobenzyl)-1-((1-(cyclopropanecarbonyl)-3-methoxyazetidin-3-yl)methyl)-1H-benzo[d]imidazole-6-carboxylic acid C(#N)C1=CC(=C(COC2=CC=CC(=N2)C2=CC(=C(CC3=NC4=C(N3CC3(CN(C3)C(=O)C3CC3)OC)C=C(C=C4)C(=O)O)C=C2F)F)C=C1)F